methyl (S)-5-(4-fluorophenoxy)-2-methyl-6-(1-(1-methylazetidin-3-yl)-1H-pyrazol-4-yl)-3,4-dihydroquinoline-1(2H)-carboxylate FC1=CC=C(OC2=C3CC[C@@H](N(C3=CC=C2C=2C=NN(C2)C2CN(C2)C)C(=O)OC)C)C=C1